3-Chloro-2,4,5-trimethyl-6,7-dihydro-5H-pyrrolo[3,4-b]pyridine TFA salt OC(=O)C(F)(F)F.ClC=1C(=C2C(=NC1C)CNC2C)C